cinnamaldehyde para-chlorobenzoate ClC1=CC=C(C(=O)O)C=C1.C(C=CC1=CC=CC=C1)=O